[C@@H]12N(C[C@@H](NC1)C2)C=2C=CC=1N=CN=C(C1N2)NC2=NC=C(C=C2F)OCC2CC2 6-((1S,4S)-2,5-Diazabicyclo[2.2.1]heptan-2-yl)-N-(5-(cyclopropylmethoxy)-3-fluoropyridin-2-yl)pyrido[3,2-d]pyrimidin-4-amine